2,3-dibenzoyloxypropyl benzoate C(C1=CC=CC=C1)(=O)OCC(COC(C1=CC=CC=C1)=O)OC(C1=CC=CC=C1)=O